6alpha-fluoro-17α,21-dihydroxy-9,11-epoxy-pregna-1,4-diene-3,20-dione F[C@H]1C[C@H]2[C@@H]3CC[C@](C(CO)=O)([C@]3(CC3[C@@]2([C@]2(C=CC(C=C12)=O)C)O3)C)O